NC1=NC=CC(=N1)C=1C=C2C(=NNC2=C(C1)Br)N 5-(2-aminopyrimidin-4-yl)-7-bromo-1H-indazol-3-amine